4-{[2-carboxy-5-(4,4-dimethylcyclohexyl)phenyl]carbamoyl}-6-hydroxybenzene C(=O)(O)C1=C(C=C(C=C1)C1CCC(CC1)(C)C)NC(=O)C1=CC=CC(=C1)O